C(C)(C)(C)OC(=O)NCC(C)(C)C=1C=C(C(=O)NCC(=O)NC=2SC=C(N2)C=2C=C(C=CC2)C2=CC(=CC(=C2)C#N)C(=O)O)C=CC1 3'-(2-(2-(3-(1-((tert-butoxycarbonyl)amino)-2-methylpropan-2-yl)benzamido)acetamido)thiazol-4-yl)-5-cyano-[1,1'-biphenyl]-3-carboxylic acid